CSCC1=CC=C(O1)C(=O)O 5-(methylthiomethyl)furan-2-carboxylic acid